CC1=CC=C(C=N1)NC(OC[C@@H]1OC=2C=C(C3=C(C=C(O3)C3=C4N=CC(=NC4=CC(=C3)C)OC)C2OC1)C)=O (R)-(8-(2-methoxy-7-methylquinoxalin-5-yl)-6-methyl-2,3-dihydro-[1,4]dioxino[2,3-e]benzofuran-3-yl)methyl (6-methylpyridin-3-yl)carbamate